C(CCC)(C1=C(C=C(C(=C1)C(C)(C)C)O)C)C1=C(C=C(C(=C1)C(C)(C)C)O)C 4,4'-butylidene-bis-(3-methyl-6-t-butylphenol)